O=C1CC2CCC(C1)N2C(=O)OC(C)(C)C tert-butyl (+/-)-3-oxo-8-azabicyclo[3.2.1]octane-8-carboxylate